silver-strontium [Sr].[Ag]